3,3'-Ethylenebis(5-propyl-1,2,4-triazole) C(CC1=NNC(=N1)CCC)C1=NNC(=N1)CCC